ClC=1C(=NC=NC1C1=C(C(=CC=C1)C1=NC(=C(C=C1)CN1CC2(C1)CNC(C2)=O)OC)Cl)C2=CC(=C(CN1CC3(C1)CNC(C3)=O)C=C2)OC 2-(4-(5-chloro-6-(2-chloro-3-(6-methoxy-5-((7-oxo-2,6-diazaspiro[3.4]octan-2-yl)methyl)pyridin-2-yl)phenyl)pyrimidin-4-yl)-2-methoxybenzyl)-2,6-diazaspiro[3.4]octan-7-one